C(C)(C)(C)OC(=O)N[C@H](C(=O)O)CCC1=NC2=C(N1C)C=CC(=C2)[N+](=O)[O-] (2S)-2-(tert-butoxycarbonylamino)-4-(1-methyl-5-nitro-benzimidazol-2-yl)butanoic acid